ClCC(=O)N(CC1=C(C(=CC=C1)C(F)(F)F)F)C1=CC(=CC(=C1)OC)OC 2-chloro-N-(3,5-dimethoxyphenyl)-N-[[2-fluoro-3-(trifluoro-methyl)phenyl]methyl]acetamide